benzyl ((1R,2R,4S)-7-(2-(6-chloro-1-(cyclopropylmethyl)-1H-pyrrolo[2,3-b]pyridin-2-yl)-5-methoxy-3-methylimidazo[1,2-a]pyridine-7-carbonyl)-7-azabicyclo[2.2.1]heptan-2-yl)carbamate ClC1=CC=C2C(=N1)N(C(=C2)C=2N=C1N(C(=CC(=C1)C(=O)N1[C@H]3[C@@H](C[C@@H]1CC3)NC(OCC3=CC=CC=C3)=O)OC)C2C)CC2CC2